OC1=C(C=CC(=C1)O)C=1N=C(SC1)NC(C(C)C)=O N-((2,4-dihydroxyphenyl)thiazol-2-yl)-isobutyramide